N-[1-(4-bromophenyl)-2-hydroxy-ethyl]-2-chloro-acetamide BrC1=CC=C(C=C1)C(CO)NC(CCl)=O